ClC1=C(C(=O)OC)C=CC(=C1)OC1=C(C=CC=2C=COC21)C methyl 2-chloro-4-((6-methylbenzofuran-7-yl)oxy)benzoate